4-((2,6-Dioxo-3,6-dihydropyrimidin-1(2H)-yl)methyl)-N-isopropyl-N-methylbenzamide O=C1N(C(C=CN1)=O)CC1=CC=C(C(=O)N(C)C(C)C)C=C1